barium 2,2-Dimethylmalonate CC(C(=O)[O-])(C(=O)[O-])C.[Ba+2]